2-(3-(2,6-Dioxopiperidin-3-yl)-1H-indazol-1-yl)-N-(3-fluorobicyclo[1.1.1]pentan-1-yl)acetamide O=C1NC(CCC1C1=NN(C2=CC=CC=C12)CC(=O)NC12CC(C1)(C2)F)=O